1-ethyl-3-[2-(trifluoromethyl)pyridin-4-yl]-1,3,8-triazaspiro[4.5]decane-2,4-dione hydrochloride Cl.C(C)N1C(N(C(C12CCNCC2)=O)C2=CC(=NC=C2)C(F)(F)F)=O